3α-Aminocholestane N[C@H]1CC2CC[C@H]3[C@@H]4CC[C@H]([C@@H](CCCC(C)C)C)[C@]4(CC[C@@H]3[C@]2(CC1)C)C